NC1=NC(=CC(=N1)N1CCC2(C[C@H](NC2)C(=O)OCC)CC1)O[C@@H](C(F)(F)F)C1=C(C=C(C=C1)C1=CC=C(C=C1)SC)N1N=C(C=C1)C (S)-ethyl 8-(2-amino-6-((R)-2,2,2-trifluoro-1-(3-(3-methyl-1H-pyrazol-1-yl)-4'-(methylthio)-[1,1'-biphenyl]-4-yl)ethoxy)pyrimidin-4-yl)-2,8-diazaspiro[4.5]decane-3-carboxylate